2-isopropyl-1,3-dimethoxypropane tert-butyl-(S)-(3-(7-cyano-5-fluoro-2,3-dimethyl-1-((2-(trimethylsilyl)-ethoxy)methyl)-1H-indol-4-yl)cyclohex-3-en-1-yl)carbamate C(C)(C)(C)N(C(O)=O)[C@@H]1CC(=CCC1)C1=C2C(=C(N(C2=C(C=C1F)C#N)COCC[Si](C)(C)C)C)C.C(C)(C)C(COC)COC